ClC=1C(=CN(C1CCl)CC)C#N 4-chloro-5-(chloromethyl)-1-ethylpyrrole-3-carbonitrile